octyl 6-(2-hydroxyethoxy)hexanoate OCCOCCCCCC(=O)OCCCCCCCC